C(#N)[B-](C#N)(C#N)C#N.C1(=C(C(=CC(=C1)C)C)C1C2=CC=C(C=C2N(C=2C=C(C=CC12)OC)C1=CC=CC=C1)OC)C 9-mesityl-3,6-dimethoxy-10-phenylacridine tetracyanoborate